2-(biphenyl-4-yl)-6-(phenanthren-9-yl)-4-{4-(pyridin-3-yl)-phenyl}-benzoxazole C1(=CC=C(C=C1)C=1OC2=C(N1)C(=CC(=C2)C=2C1=CC=CC=C1C=1C=CC=CC1C2)C2=CC=C(C=C2)C=2C=NC=CC2)C2=CC=CC=C2